(1S,3R)-3-acetylamino-N-(4-(4-fluoro-1-isopropyl-1H-benzo[d]imidazol-6-yl)pyridin-2-yl)cyclohexane-1-carboxamide C(C)(=O)N[C@H]1C[C@H](CCC1)C(=O)NC1=NC=CC(=C1)C=1C=C(C2=C(N(C=N2)C(C)C)C1)F